3-methoxy-8-[[2-(4-methoxy-1-piperidinyl)quinoxalin-6-yl]methyl]-1,5-naphthyridine COC=1C=NC2=C(C=CN=C2C1)CC=1C=C2N=CC(=NC2=CC1)N1CCC(CC1)OC